BrC1=C(C(=O)OC)C=C(C=C1C)NC1=NC=C(C(=N1)NC(CC)CC)C methyl 2-bromo-5-[[4-(1-ethylpropylamino)-5-methyl-pyrimidin-2-yl]amino]-3-methyl-benzoate